3-(5-((1-Ethyl-4-fluoropiperidin-2-yl)methoxy)-1-oxoisoindolin-2-yl)piperidine-2,6-dione C(C)N1C(CC(CC1)F)COC=1C=C2CN(C(C2=CC1)=O)C1C(NC(CC1)=O)=O